urea, yttrium salt [Y].NC(=O)N